N4-(3-methyl-4-{[1,2,4]triazolo[1,5-a]pyridin-7-yloxy}phenyl)-N6-(piperidin-4-yl)pyrido[3,2-d]pyrimidine-4,6-diamine CC=1C=C(C=CC1OC1=CC=2N(C=C1)N=CN2)NC=2C1=C(N=CN2)C=CC(=N1)NC1CCNCC1